11-(6-{[(8Z,11Z)-1-oxooctadeca-8,11-dienyl] oxy} hexyl)-2-methyl-9-oxo-2,8-diaza-5,10-dioxaheptadecan-17-yl (8Z,11Z)-octadeca-8,11-dienoate C(CCCCCC\C=C/C\C=C/CCCCCC)(=O)OCCCCCCC(OC(NCCOCCN(C)C)=O)CCCCCCOC(CCCCCC\C=C/C\C=C/CCCCCC)=O